ClC=1C=C(C=C(C1)Cl)C=1C=CC=C2C(=C(C=NC12)C(=O)N[C@H]1CCOC2=CC=CC=C12)C(=C)C 8-(3,5-dichlorophenyl)-N-[(4S)-3,4-dihydro-2H-chromen-4-yl]-4-(prop-1-en-2-yl)quinoline-3-carboxamide